4-chloro-5-(3-chloro-2-methyl-4-(2-(4-methylpiperazin-1-yl)ethoxy)phenyl)-6-(5-fluorofuran-2-yl)thieno[2,3-d]pyrimidine ClC=1C2=C(N=CN1)SC(=C2C2=C(C(=C(C=C2)OCCN2CCN(CC2)C)Cl)C)C=2OC(=CC2)F